C(C1=CC=CC=C1)(=O)N1CCC2(C(N(C=N2)CC2=CC=CC=C2)=O)CC1 8-benzoyl-3-benzyl-1,3,8-triazaspiro[4.5]dec-1-en-4-one